CC1=CC=C(OCC(=O)N(C2CSCC2)C2=CC=CC=C2)C=C1 2-(4-Methylphenoxy)-N-phenyl-N-tetrahydrothiophen-3-yl-acetamide